(2S,4R)-1-((R)-14-amino-2-(2-((6-aminohexyl)thio)propan-2-yl)-4-oxo-6,9,12-trioxa-3-azatetradecan-1-yl)-4-hydroxy-N-(4-(4-methylthiazol-5-yl)benzyl)pyrrolidine-2-carboxamide NCCOCCOCCOCC(N[C@H](CN1[C@@H](C[C@H](C1)O)C(=O)NCC1=CC=C(C=C1)C1=C(N=CS1)C)C(C)(C)SCCCCCCN)=O